C12COCC(CCC1)N2C=2SC1=C(N2)C(=C(C=C1)F)OCC(NCCOCCOCCOCCNC(C1=CC=C(C=C1)N1C(NC(CC1)=O)=O)=O)=O N-(1-((2-(3-oxa-9-azabicyclo[3.3.1]-nonan-9-yl)-5-fluorobenzo[d]thiazol-4-yl)oxy)-2-oxo-6,9,12-trioxa-3-azatetradecan-14-yl)-4-(2,4-dioxo-tetrahydropyrimidin-1(2H)-yl)benzamide